FC1=CC(=CN2C1=NC(=NC2=O)C=2C=C(C=1N(C2)C=C(N1)C)F)N1CCN(CC1)C(=O)OC(C)(C)C tert-butyl 4-(9-fluoro-2-(8-fluoro-2-methylimidazo[1,2-a]pyridin-6-yl)-4-oxo-4H-pyrido[1,2-a][1,3,5]triazin-7-yl)piperazine-1-carboxylate